N\C(\C)=N\C(=NS(=O)(=O)C1=CC=C(C=C1)C(F)(F)F)N1N=C([C@H](C1)C1=CC=CC=C1)C1=CC=C(C=C1)Cl (S,1E,NE)-N-(1-aminoethylidene)-3-(4-chlorophenyl)-4-phenyl-N'-((4-(trifluoromethyl)phenyl)sulfonyl)-4,5-dihydro-1H-pyrazole-1-carboximidamide